di-tert-butyl ((5R)-4-(aminomethyl)-2,2-dimethylhexane-1,5-diyl)dicarbamate NCC(CC(CNC(OC(C)(C)C)=O)(C)C)[C@@H](C)NC(OC(C)(C)C)=O